C(C)(C)(C)OC(=O)N(NC(=O)OC(C)(C)C)C(C)(CCO)C (4-hydroxy-2-methylbutan-2-yl)hydrazine-1,2-dicarboxylic acid di-tert-butyl ester